C(C=C)(=O)OCCCCCCCCCCCCCCCCC[Si](C)(C)F acryloyloxyheptadecylfluorodimethylsilane